1-benzyloxycarbonyl-4-fluoro-piperidine-4-carboxylic acid C(C1=CC=CC=C1)OC(=O)N1CCC(CC1)(C(=O)O)F